FC=1C=C2CC(CC2=CC1F)NC1=NC=C(C=N1)C=1OC(=NN1)N1CC(C1)(C=1N=NNC1)F N-(5,6-difluoro-2,3-dihydro-1H-inden-2-yl)-5-(5-(3-fluoro-3-(1H-1,2,3-triazol-4-yl)azetidin-1-yl)-1,3,4-oxadiazol-2-yl)pyrimidin-2-amine